1,3-diethyl-2-methyl-4,9-dioxo-4,9-dihydro-1H-naphtho[2,3-d]imidazole C(C)N1C(N(C2=C1C(C1=CC=CC=C1C2=O)=O)CC)C